biseicosyl-dimethyl-ammonium chloride [Cl-].C(CCCCCCCCCCCCCCCCCCC)[N+](C)(C)CCCCCCCCCCCCCCCCCCCC